1-(5-(6',8'-dihydrospiro[isochroman-4,9'-pyrido[3',2':4,5]imidazo[2,1-c][1,4]oxazin]-2'-yl)pyrimidin-2-yl)piperidin-4-ol N1=C(C=CC=2N=C3COCC4(N3C21)COCC2=CC=CC=C24)C=2C=NC(=NC2)N2CCC(CC2)O